BrC=1C=C(C(=O)OC)C=CC1OC1=C(C=C(C=C1C)OCCOCCOCCOCCOCCOCCOCCOCCOCCNC(=O)OC(C)(C)C)C methyl 3-bromo-4-[4-({26-[(tert-butoxycarbonyl)amino]-3,6,9,12,15,18,21,24-octaoxahexacosan-1-yl}oxy)-2,6-dimethylphenoxy]benzoate